2-(((tert-butyldimethylsilyl)oxy)methyl)-9-methyl-7-((1-methyl-1H-pyrazol-3-yl)methyl)thiazolo[3',2':1,5]pyrrolo[2,3-d]pyridazin-8(7H)-one [Si](C)(C)(C(C)(C)C)OCC1=CN2C(=C(C3=C2C=NN(C3=O)CC3=NN(C=C3)C)C)S1